(R)-3-(3-((4-cyanophenyl)amino)-4-((S)-1-ethoxy-2,2,2-trifluoroethyl)phenyl)-4-methoxybutanoic acid C(#N)C1=CC=C(C=C1)NC=1C=C(C=CC1[C@@H](C(F)(F)F)OCC)[C@@H](CC(=O)O)COC